2,6-bis(bromomethyl)benzonitrile BrCC1=C(C#N)C(=CC=C1)CBr